BrC=1N=C(N(C1Br)C(F)F)C1=CC=CC=C1 4,5-dibromo-1-(difluoromethyl)-2-phenyl-imidazole